(S)-2-amino-2-methyl-3-hydroxypropionic acid N[C@](C(=O)O)(CO)C